C(C)(C)(C)OC(=O)N1[C@H](CN(CC1)C=1C=C(C=2N(C(N=C(N2)C=2C=C(C=3N(C2)C=C(N3)C)F)=O)C1)F)C (S)-4-(9-fluoro-2-(8-fluoro-2-methylimidazo[1,2-a]pyridin-6-yl)-4-oxo-4H-pyrido[1,2-a][1,3,5]triazin-7-yl)-2-methylpiperazine-1-carboxylic acid tert-butyl ester